(1,1-dioxothiolan-3-yl) methanesulfonate CS(=O)(=O)OC1CS(CC1)(=O)=O